C1(=CC=CC2=CC=CC=C12)C1=C(C=CC=C1)B(O)O 1-naphthylbenzene-boronic acid